CC=1N=C(N=NC1C1=CC=C2C(C=CS2)=C1O)NC[C@@H]1CN(CCO1)C (R)-5-(5-methyl-3-(((4-methylmorpholin-2-yl)methyl)amino)-1,2,4-triazine-6-yl)benzothiophene-4-ol